CN1C=2C=CC(=NC2C(=CC1=O)N1C[C@H]([C@@H](CC1)OC1=CC=C(C=C1)OC(F)(F)F)C)C#N 5-methyl-8-((3r,4r)-3-methyl-4-(4-(trifluoromethoxy)phenoxy)piperidin-1-yl)-6-oxo-5,6-dihydro-1,5-naphthyridine-2-carbonitrile